OCCC1=CN=C(S1)C 5-(hydroxyethyl)-methyl-thiazole